(2R)-6-chloro-4-oxo-N-(4-{[cis-3-(trifluoromethoxy)cyclobutyl]carbamoyl}bicyclo[2.2.2]oct-1-yl)-3,4-dihydro-2H-1-benzopyran-2-carboxamide ClC=1C=CC2=C(C(C[C@@H](O2)C(=O)NC23CCC(CC2)(CC3)C(N[C@@H]3C[C@@H](C3)OC(F)(F)F)=O)=O)C1